N1(CCCC1)C=1SC(=CN1)CC=1C(NC2=CC=CC=C2C1)=O 3-((2-(pyrrolidin-1-yl)thiazol-5-yl)methyl)quinolin-2(1H)-one